benzyl ((S)-(4,4-difluorocyclohexyl)(3-isopropyl-2-(((3R,5R)-2-oxo-5-(trifluoromethyl)piperidin-3-yl)methyl)imidazo[1,2-b][1,2,4]triazin-6-yl)methyl)carbamate FC1(CCC(CC1)[C@@H](C=1N=C2N(N=C(C(=N2)C(C)C)C[C@@H]2C(NC[C@@H](C2)C(F)(F)F)=O)C1)NC(OCC1=CC=CC=C1)=O)F